N-dihydroxyethyl-3-amino-2-methylpropanoic acid methyl ester COC(C(CNCC(O)O)C)=O